(3aR,6aS)-tert-butyl 5-(p-tolyl)hexahydropyrrolo[3,4-c]pyrrole-2(1H)-carboxylate C1(=CC=C(C=C1)N1C[C@@H]2[C@H](C1)CN(C2)C(=O)OC(C)(C)C)C